N-((5-fluoro-2-(1-tosyl-1H-pyrrolo[2,3-b]pyridin-3-yl)pyrimidin-4-yl)amino)-N-neopentylglycine ethyl ester C(C)OC(CN(CC(C)(C)C)NC1=NC(=NC=C1F)C1=CN(C2=NC=CC=C21)S(=O)(=O)C2=CC=C(C)C=C2)=O